Cl.NCCCNCCCNCC=1C=C(C=CC1)CO (3-(((3-((3-aminopropyl)amino)propyl)amino)methyl)phenyl)methanol, hydrochloride salt